CC1(N(CC2(CC(C2)(F)F)C1)C(=O)O)C(=O)O 7-methyl-2,2-difluoro-6-azaspiro[3.4]octane-6,7-dicarboxylic acid